C(=O)O.C(=O)O.OC(C(=O)O[C@H]1CN2CCC1CC2)(C2=CC=CC=C2)C2=CC(=CC=C2)NC(C2=CC=C(C=C2)OCCCCCNC[C@@H](C2=C1C=CC(NC1=C(C=C2)O)=O)O)=O (R)-quinuclidin-3-yl 2-hydroxy-2-(3-(4-((5-(((R)-2-hydroxy-2-(8-hydroxy-2-oxo-1,2-dihydroquinolin-5-yl)ethyl)amino)pentyl)oxy)benzamido)phenyl)-2-phenylacetate diformate